C(C)C(=C)CCC 2-ethyl-1-pentene